tert-Butyl N-[1-(4-bromophenyl)-4-piperidyl]-N-[2-[tert-butyl(dimethyl)silyl]oxyethyl]carbamate BrC1=CC=C(C=C1)N1CCC(CC1)N(C(OC(C)(C)C)=O)CCO[Si](C)(C)C(C)(C)C